(S)-2-fluoro-1-(2-(fluoromethyl)-4-(8-((3-methyl-4-((1-methyl-1H-benzo[d][1,2,3]triazol-5-yl)oxy)phenyl)amino)pyrimido[5,4-d]pyrimidin-2-yl)piperazin-1-yl)prop-2-en-1-one FC(C(=O)N1[C@@H](CN(CC1)C=1N=CC2=C(N1)C(=NC=N2)NC2=CC(=C(C=C2)OC2=CC1=C(N(N=N1)C)C=C2)C)CF)=C